N[C@H]1C[C@H](C1)C(=O)NC1CCC(CC1)C(F)(F)C1=CC(=NC(=C1)Cl)N1CCN(CC1)S(=O)(=O)C1=CC=C(C=C1)N1C(C[C@H](C1)N)=O Cis-3-amino-N-[4-[[2-[4-[4-[(4R)-4-amino-2-oxo-pyrrolidin-1-yl]phenyl]sulfonylpiperazin-1-yl]-6-chloro-4-pyridyl]-difluoro-methyl]cyclohexyl]cyclobutanecarboxamide